CN1C=NC(=C1)C1=C(C=CC(=C1)N)NC1=NC=C(C=C1)C(F)(F)F 2-(1-methylimidazol-4-yl)-N1-[5-(trifluoromethyl)-2-pyridinyl]Benzene-1,4-diamine